BrC1=CC=2N(C=C1)C(=CN2)C2=CC(=C(C(=O)OC)C(=C2)OC)OC methyl 4-(7-bromoimidazolo[1,2-a]pyridin-3-yl)-2,6-dimethoxy-benzoate